3-(3-bromo-5-methoxyphenyl)oxirane-2-carboxylic acid BrC=1C=C(C=C(C1)OC)C1C(O1)C(=O)O